2-chloro-4-((S)-2-(dimethylamino)-3-((R)-5-methyl-3-phenylhexanamido)propyl)-N-methylbenzamide ClC1=C(C(=O)NC)C=CC(=C1)C[C@@H](CNC(C[C@@H](CC(C)C)C1=CC=CC=C1)=O)N(C)C